ClC1=CC(=C(C=N1)C1=NN=C(S1)C1CCC(CC1)C(=O)OC)NC Methyl (1r,4r)-4-(5-(6-chloro-4-(methylamino)pyridin-3-yl)-1,3,4-thiadiazol-2-yl)cyclohexane-1-carboxylate